tert-Butyl (4-(3-((S)-3-(2-azaspiro[3.3]heptan-2-yl)pyrrolidin-1-yl)-5-fluoro-7,9-dihydrofuro[3,4-f]quinazolin-6-yl)-3-cyano-7-fluorothieno[3,2-c]pyridin-2-yl)carbamate C1N(CC12CCC2)[C@@H]2CN(CC2)C2=NC=1C(=C(C3=C(C1C=N2)COC3)C3=NC=C(C2=C3C(=C(S2)NC(OC(C)(C)C)=O)C#N)F)F